bis[2-(propyldimethoxysilyl)1-phenyl-3-isopropyl-1,3-propanedione] platinum (II) [Pt+2].C(CC)[Si](C(C(=O)C1=CC=CC=C1)C(=O)C(C)C)(OC)OC.C(CC)[Si](C(C(=O)C1=CC=CC=C1)C(=O)C(C)C)(OC)OC